N1=NC=CC2=C1NC=N2 e-7H-imidazo[4,5-c]Pyridazine